N-(phenyl-d5)-[1,1'-biphenyl]-4-amine C1(=C(C(=C(C(=C1[2H])[2H])[2H])[2H])[2H])NC1=CC=C(C=C1)C1=CC=CC=C1